N[C@@H]1CN(CCC1(F)F)C1=NC2=C(N1CC1=CC=C(C=N1)C#N)C=C(C=C2)OC 6-((2-((3R)-3-Amino-4,4-difluoro-1-piperidinyl)-6-methoxy-1H-benzimidazol-1-yl)methyl)-3-pyridincarbonitril